(6R)-17-amino-12-[[2-(cyclobutoxy)-4-pyridyl]methyl]-6-hydroxy-6,15-bis(trifluoromethyl)-19-oxa-3,4,12,18-tetrazatricyclo[12.3.1.12,5]nonadeca-1(18),2,4,14,16-pentaen-13-one NC1=CC(=C2C(N(CCCCC[C@@](C3=NN=C(C1=N2)O3)(C(F)(F)F)O)CC3=CC(=NC=C3)OC3CCC3)=O)C(F)(F)F